C(C)(C)(CC(C)(C)C)N(C)C tertiary octyldimethylamine